aluminum tris(diethylphosphite) C(C)P([O-])([O-])([O-])CC.C(C)P([O-])([O-])([O-])CC.C(C)P([O-])([O-])([O-])CC.[Al+3].[Al+3].[Al+3]